C(C)N(CC)CCCCCCCC N,N-diethyl-octylamine